O1C(=CC2=C1C=CC=C2)C(N2CCN(CC2)C2=C(C=NC=C2Cl)Cl)C=2N=NN(C2)CC2=CC=CC=C2 1-(benzofuran-2-yl(1-benzyl-1H-1,2,3-triazol-4-yl)methyl)-4-(3,5-dichloropyridin-4-yl)piperazine